N[C@H]1C2N(CC1CC2)C(=O)C2=CC1=C(N(C(=N1)C=1N(C3=C(C=CC=C3C1)NC1=NC=CC=C1)CC1CC1)C)C(=C2)OC ((7R)-7-amino-2-azabicyclo[2.2.1]heptan-2-yl)(2-(1-(cyclopropylmethyl)-7-(pyridin-2-ylamino)-1H-indol-2-yl)-7-methoxy-1-methyl-1H-benzo[d]imidazol-5-yl)methanone